COC1=C(C=C(C(=C1)C(C)(C)C)O)CCC(CCC1=C(C=C(C(=C1)O)C(C)(C)C)OC)=O 1,5-bis(2-methoxy-4-tert-butyl-5-hydroxyphenyl)-3-pentanone